FC1CN(CCC1NC=1C=2C=C(N(C2C=CC1)CC(F)(F)F)C#CCNC1=C(C=C(C=C1)S(=O)(=O)C)OC)C N-((Z)-3-fluoro-1-methylpiperidin-4-yl)-2-(3-((2-methoxy-4-(methylsulfonyl)phenyl)amino)prop-1-yn-1-yl)-1-(2,2,2-trifluoroethyl)-1H-indol-4-amine